CC1=C(C(=O)NC(C)C2=CC(=CC3=CC=CC=C23)C2=CC(=CN2)C(=O)O)C=C(C=C1)N1CCN(CC1)C 5-(4-(1-(2-methyl-5-(4-methylpiperazin-1-yl)benzamido)ethyl)naphthalen-2-yl)-1H-pyrrole-3-carboxylic acid